(P)-4-(5-chloro-1-methyl-1H-indol-7-yl)-7,7-dimethyl-2-(2-(2-propenoyl)-2,6-diazaspiro[3.4]octan-6-yl)-7,8-dihydro-5H-pyrano[4,3-b]pyridine-3-carbonitrile ClC=1C=C2C=CN(C2=C(C1)C1=C2C(=NC(=C1C#N)N1CC3(CN(C3)C(C=C)=O)CC1)CC(OC2)(C)C)C